2-methyl-6-morpholinopyrimidine CC1=NC(=CC=N1)N1CCOCC1